C(C1=CC=CC=C1)OC1=CC=C2C(=C(COC2=C1)C1=C(C=CC=C1)F)C1=CC(=C(C=C1)N1CCC(CC1)C(OC)OC)F 1-(4-(7-(benzyloxy)-3-(2-fluorophenyl)-2H-chromene-4-yl)-2-fluorophenyl)-4-(dimethoxymethyl)piperidine